(R)-1-(6-(2-hydroxy-4-(trifluoromethyl)phenyl)-5-methyl-1,2,4-triazin-3-yl)piperidin-3-ol OC1=C(C=CC(=C1)C(F)(F)F)C1=C(N=C(N=N1)N1C[C@@H](CCC1)O)C